[SiH]=1OC=CC1 siloxol